O1CCN(CC1)C=1OC2=CC=CC=C2C(C1)=O morpholinochromone